NC=1C2=C(N(C(N1)=O)C=1C(=NC=NC1)C)N=C(C=C2)C2CC2 4-amino-7-cyclopropyl-1-(4-methylpyrimidin-5-yl)pyrido[2,3-d]pyrimidin-2(1H)-one